rac-(1R,5S)-2,2-difluoro-5-(hydroxymethyl)-1-methylcyclopentan-1-ol FC1([C@@]([C@@H](CC1)CO)(O)C)F |r|